N(C1=CC=CC=C1)C1=NC=CC(=N1)NC1=CC=CC=C1 2,4-DIANILINOPYRIMIDINE